C(C)(C)(C)[C@@H]1N=C(OC1)C1=NC=CC=C1 (S)-4-tert-butyl-2-(2-pyridinyl)oxazoline